4-[3-methoxyimino-5-(trifluoromethyl)cyclohexen-1-yl]-2-pyrimidin-2-yl-5-(trifluoromethyl)pyrazol-3-amine CON=C1C=C(CC(C1)C(F)(F)F)C1=C(N(N=C1C(F)(F)F)C1=NC=CC=N1)N